C(C1=CC=CC=C1)N(CCC(=O)NS(=O)(=O)C)C=1SC(=C(N1)C1=CC(=C(C=C1)Cl)Cl)CC(C)C 3-(benzyl-(4-(3,4-dichlorophenyl)-5-isobutylthiazol-2-yl)amino)-N-(methylsulfonyl)propanamide